CC=1N(C(=CC1C(CN1CCCCC1)=O)C)[C@@H]1CC[C@H](CC1)C(=O)O trans-4-(2,5-Dimethyl-3-(2-(piperidin-1-yl)acetyl)-1H-pyrrol-1-yl)cyclohexane-carboxylic acid